(R)-5-bromo-2-(methoxymethyl)-3,6-dihydropyridin BrC1=CCC(=NC1)COC